Methyl 2-[[4-[6-[(5-bromo-3-fluoro-2-pyridyl)methoxy]-2-pyridyl]-2,5-difluorophenyl]methyl]-7-fluoro-3-[[1-(fluoromethyl)cyclopropyl]methyl]benzimidazole-5-carboxylate BrC=1C=C(C(=NC1)COC1=CC=CC(=N1)C1=CC(=C(C=C1F)CC=1N(C2=C(N1)C(=CC(=C2)C(=O)OC)F)CC2(CC2)CF)F)F